(S)-6-cyano-2,3-dihydro-1H-inden-1-amine C(#N)C1=CC=C2CC[C@@H](C2=C1)N